N-methoxy-N-methyl-1-[[5-[5-(trifluoromethyl)-1,2,4-oxadiazol-3-yl]-2-thienyl]methyl]pyrazole-4-carboxamide CON(C(=O)C=1C=NN(C1)CC=1SC(=CC1)C1=NOC(=N1)C(F)(F)F)C